FC1=CC=C(OCCC(CN2C=NC=C2)C2=C(C=CC=C2)OC)C=C1 1-(4-(4-fluorophenoxy)-2-(2-methoxyphenyl)butyl)-1H-imidazole